2-(azepan-1-yl)-N-(3-carbamoylphenyl)-5,6-dimethyl-pyridine-3-carboxamide N1(CCCCCC1)C1=NC(=C(C=C1C(=O)NC1=CC(=CC=C1)C(N)=O)C)C